FC1=C(COC2=CC=CC(=N2)C2CCN(CC2)C(=O)[O-])C=CC(=C1)C(N(C)OC)=O 4-(6-((2-fluoro-4-(methoxy(methyl)carbamoyl)benzyl)oxy) pyridin-2-yl)piperidine-1-carboxylate